[4-(2-chloropropionyl)benzyl]cyclopentanone ClC(C(=O)C1=CC=C(CC2C(CCC2)=O)C=C1)C